1,3-bis(2,6-di-3-pentylphenyl)imidazol-2-ylidene[(3-chloropyridyl)palladium(II)] CCC(CC)C1=C(C(=CC=C1)C(CC)CC)N1C(N(C=C1)C1=C(C=CC=C1C(CC)CC)C(CC)CC)=[Pd-]C1=NC=CC=C1Cl